(S)-N-((R*)-1-(4-cyanothiophen-2-yl)-2,2,2-trifluoroethyl)-7-((9,9-difluoro-9H-fluorene-3-carbonyl)glycyl)-1,4-dioxa-7-azaspiro[4.4]nonane-8-carboxamide C(#N)C=1C=C(SC1)[C@@H](C(F)(F)F)NC(=O)[C@H]1N(CC2(OCCO2)C1)C(CNC(=O)C=1C=CC=2C(C3=CC=CC=C3C2C1)(F)F)=O |o1:7|